[N-](S(=O)(=O)C(F)(F)F)S(=O)(=O)C(F)(F)F.C(CCC)N1CCCCC1 butylpiperidine-bis(trifluoromethylsulfonyl)imide salt